CCCCC(CCCC)O 1-methyl-4-n-octanol